4-[5-Chloro-3-(pyridin-2-yl)-1H-pyrrolo[3,2-b]pyridin-2-yl]pyridin ClC1=CC=C2C(=N1)C(=C(N2)C2=CC=NC=C2)C2=NC=CC=C2